ClC=1N=C(N(C1)COCC[Si](C)(C)C)C=O 4-Chloro-1-((2-(trimethylsilyl)ethoxy)methyl)-1H-imidazole-2-carbaldehyde